1-[({1-[5-(difluoromethyl)(1,3,4-thiadiazol-2-yl)]-4-(2-methoxypyrimidin-4-yl)-1H-indazol-6-yl}sulfonyl)amino]cyclopropanecarboxamide FC(C1=NN=C(S1)N1N=CC2=C(C=C(C=C12)S(=O)(=O)NC1(CC1)C(=O)N)C1=NC(=NC=C1)OC)F